NC1C(CC(CC1C)CC1CC(C(CC1)N)C)C 4-amino-3,5-dimethylcyclohexyl-4-amino-3-methylcyclohexyl-methane